tert-butyl 6,10-dioxo-8-azaspiro[4.5]dec-2-ene-8-carboxylate O=C1C2(CC=CC2)C(CN(C1)C(=O)OC(C)(C)C)=O